5-(5-(cyclopropylcarbamoyl)-2-methylphenyl)-2-((1-hydroxy-2-methylpropan-2-yl)amino)-N-(2-methoxyethyl)-N-methylnicotinamide C1(CC1)NC(=O)C=1C=CC(=C(C1)C=1C=NC(=C(C(=O)N(C)CCOC)C1)NC(CO)(C)C)C